C(C)(C)C1=C(C2C(C(C1C2)C(=O)O)C(=O)O)C(C)C diisopropyl-bicyclo[2.2.1]hept-5-ene-2,3-dicarboxylic acid